1-(4-(3-Bromo-7-methoxy-2H-chromen-4-yl)phenyl)-4-isopropylpiperazine BrC=1COC2=CC(=CC=C2C1C1=CC=C(C=C1)N1CCN(CC1)C(C)C)OC